6-chloro-4-(chloromethyl)-8-oxa-3,5-diazatricyclo[7.4.0.02,7]Tridec-1(9),2(7),3,5,10,12-hexaene ClC1=NC(=NC=2C=3C=CC=CC3OC12)CCl